1,2-dimethylpropyl bromide CC(C(C)C)Br